CN(CCN(C1=C(C=C(C(=C1)OC)NC1=NC=CC(=N1)C=1C=C(C=2N(C1)C(=C(N2)C)C(=C)C)F)[N+](=O)[O-])C)C N1-(2-(dimethylamino)ethyl)-N4-(4-(8-fluoro-2-methyl-3-(prop-1-en-2-yl)imidazo[1,2-a]pyridine-6-yl)pyrimidin-2-yl)-5-methoxy-N1-methyl-2-nitrobenzene-1,4-diamine